FC(C(C(F)(F)F)(O)C1=CC=C(C=C1)C1=C(C=C(C=C1)CN1CC2CCC(C1)N2S(=O)(=O)C)C)(F)F 1,1,1,3,3,3-hexafluoro-2-(2'-methyl-4'-((8-(methylsulfonyl)-3,8-diazabicyclo[3.2.1]octan-3-yl)methyl)-[1,1'-biphenyl]-4-yl)propan-2-ol